ClC1=CC(=C(C=C1F)NC=1N(C2=NC(=NC=C2N1)N[C@@H]1C[C@H](CCC1)O)C1CCC(CC1)C(=O)N)F (1R,4s)-4-(8-(4-chloro-2,5-difluorophenylamino)-2-((1S,3S)-3-hydroxycyclohexylamino)-9H-purin-9-yl)cyclohexanecarboxamide